3,3-difluorocyclohexan-1-amine HCl salt Cl.FC1(CC(CCC1)N)F